ClC1=CC=C(C=2OC(CC21)(C)C)OC(C(=O)N)C 2-((4-chloro-2,2-dimethyl-2,3-dihydrobenzo[b]furan-7-yl)oxy)propionamide